3-azabicyclo[3.2.1]octane-6-ol hydrochloride Cl.C12CNCC(C(C1)O)C2